The molecule is the conjugate acid of (R)-reticuline; major species at pH 7.3. It is an organic cation and an ammonium ion derivative. It is a conjugate acid of a (R)-reticuline. C[NH+]1CCC2=CC(=C(C=C2[C@H]1CC3=CC(=C(C=C3)OC)O)O)OC